2-((4-(((S)-2-hydroxy-1-phenylethyl)amino)-5-(3-(quinuclidin-4-yl)-1,2,4-oxadiazol-5-yl)pyridin-2-yl)amino)-7,8-dimethyl-7,8-dihydro-5H-pyrano[4,3-b]pyridin-5-one OC[C@H](C1=CC=CC=C1)NC1=CC(=NC=C1C1=NC(=NO1)C12CCN(CC1)CC2)NC2=CC=C1C(=N2)C(C(OC1=O)C)C